2-(3,4-dichlorophenyl)-N-((6-(4-(trifluoromethyl)phenyl)imidazo[2,1-b]thiazol-5-yl)methyl)ethan-1-amine ClC=1C=C(C=CC1Cl)CCNCC1=C(N=C2SC=CN21)C2=CC=C(C=C2)C(F)(F)F